FC(C=1OC(=NN1)C=1C=NC(=CC1)CN1N=CC(=C1)C1=CC=CC=C1)F 2-(difluoromethyl)-5-(6-((4-phenyl-1H-pyrazol-1-yl)methyl)pyridin-3-yl)-1,3,4-oxadiazole